2-((1-(naphthalen-1-yl)ethoxy)methylene)tetrahydrofuran C1(=CC=CC2=CC=CC=C12)C(C)OC=C1OCCC1